BrC=1C(=NC=CC1)SC1=CC=C(C=C1)S(F)(F)(F)(F)F [4-[(3-bromo-2-pyridyl)sulfanyl]phenyl]-pentafluoro-sulfane